FC1=CC=C(C=C1)[C@H]1[C@@H](C1)NCCCC[C@@H](C(=O)N1CCN(CC1)C)NC(C1=CC=C(C=C1)C1=NC=CC=N1)=O N-((S)-6-((1R,2S)-2-(4-fluorophenyl)cyclopropylamino)-1-(4-methylpiperazin-1-yl)-1-oxohexan-2-yl)-4-(pyrimidin-2-yl)benzamide